NC1=NC2=C(N1CCC1=CC=C(C=C1)S(N)(=O)=O)C(=CC(=C2)C(=O)N)OC 2-amino-7-methoxy-1-(4-sulfamoylphenethyl)-1H-benzo[d]imidazole-5-carboxamide